ethyl (6R)-6-{4-[3-(2-oxa-6-azaspiro[3.3]hept-6-yl)pyridin-2-yl]piperazin-1-yl}-2-azaspiro[3.4]octane-2-carboxylate C1OCC12CN(C2)C=2C(=NC=CC2)N2CCN(CC2)[C@H]2CC1(CN(C1)C(=O)OCC)CC2